N1=C(C=CC=C1)CNC(=O)N1C[C@@H](CCC1)NC(OC(C)(C)C)=O (R)-tert-butyl (1-((pyridin-2-ylmethyl)carbamoyl)piperidin-3-yl)carbamate